C(#N)C1=CN=C2N1N=C(C=C2NC2=CC=C(C(=N2)NC(C(C)(C)C)=O)OC)NC21CC3(CC(CC(C2)C3)(C1)O)O N-[6-({3-Cyano-6-[(3,5-dihydroxyadamantan-1-yl)amino]imidazo[1,2-b]pyridazin-8-yl}amino)-3-methoxypyridin-2-yl]-2,2-dimethylpropanamid